C1(C=CC=C1)[MoH2]C1C=CC=C1 biscyclopentadienyldihydridomolybdenum